ClC=1C(=C(C(=NC1)O)C#N)O 5-Chloro-2,4-dihydroxy-3-cyanopyridine